BrC=1C=CC(=C(C1)C1=C(C=CC=C1)Cl)S(=O)(=O)N1CCC(CC1)(C(=O)N[C@H](/C=C/S(=O)(=O)C1CN(C1)C(=O)OCC[Si](C)(C)C)C)F 2-(trimethylsilyl)ethyl (S,E)-3-((3-(1-((5-bromo-2'-chloro-[1,1'-biphenyl]-2-yl)sulfonyl)-4-fluoropiperidine-4-carboxamido)but-1-en-1-yl)sulfonyl)azetidine-1-carboxylate